BrC1=CC=C2C(=N1)N(C(=C2)C2=NC1=C(N2C)C(=CC(=C1)C(=O)N1C[C@@H](C[C@H](C1)F)NC(OC(C)(C)C)=O)OC)CC1CC1 tert-butyl ((3R,5R)-1-(2-(6-bromo-1-(cyclopropylmethyl)-1H-pyrrolo[2,3-b]pyridin-2-yl)-7-methoxy-1-methyl-1H-benzo[d]imidazole-5-carbonyl)-5-fluoropiperidin-3-yl)carbamate